CN(CCCOC1=CC=C(C=N1)C1=CC=C2N=CC(=NC2=C1)NC(=O)NCCC)C 1-(7-(6-(3-(dimethylamino)propoxy)pyridin-3-yl)quinoxalin-2-yl)-3-propylurea